4-amino-N-(4-(methoxymethyl)phenyl)-7-(2,3,3-trimethylbut-2-yl)-7H-pyrrolo[2,3-d]pyrimidine-5-carboxamide NC=1C2=C(N=CN1)N(C=C2C(=O)NC2=CC=C(C=C2)COC)C(C)(C(C)(C)C)C